1-(4-{3,9-Diazaspiro[5.5]undecan-3-yl}phenyl)-4-oxo-1H,4H,5H-pyrazolo[3,4-d]pyrimidin C1CN(CCC12CCNCC2)C2=CC=C(C=C2)N2N=CC1=C2N=CNC1=O